C(CC(O)(C(=O)O)CC(=O)O)(=O)O.C(CC(O)(C(=O)O)CC(=O)O)(=O)O citric acid (citric acid) salt